C(C)OC1=C(C(=NC=C1F)OC)I 4-ethoxy-5-fluoro-3-iodo-2-methoxypyridine